CN(NCC=1N=NC(=CC1)C(F)(F)F)C(=O)C1CCC1 N-methyl-N'-((6-(trifluoromethyl)pyridazin-3-yl)methyl)cyclobutanecarbohydrazide